1-(4-(2-chloro-6-fluorobenzyl)-3,4-dihydro-2H-benzo[b][1,4]thiazin-7-yl)-3-(1H-indol-3-yl)urea ClC1=C(CN2C3=C(SCC2)C=C(C=C3)NC(=O)NC3=CNC2=CC=CC=C32)C(=CC=C1)F